C(C)C=1C(OC2=C(C(=CC=C2C1C)O)C(=O)O)=O 3-ethyl-7-hydroxy-4-methyl-2-oxo-2H-chromene-8-carboxylic acid